(18S)-18-[(cyclopropylamino)methyl]-17-oxa-4,14,21-triazahexacyclo[19.6.1.1^{7,14}.0^{2,6}.0^{8,13}.0^{22,27}]nonacosa-1(28),2(6),7(29),8,10,12,22(27),23,25-nonaene-3,5-dione C1(CC1)NC[C@H]1OCCN2C3=CC=CC=C3C(C=3C(NC(C3C=3C=4C=CC=CC4N(CC1)C3)=O)=O)=C2